C(=O)C1CCN(CC1)CCN1CCN(CC1)C(=O)OC(C)(C)C tert-butyl 4-[2-(4-formyl-1-piperidyl)ethyl]piperazine-1-carboxylate